6-chloro-7-fluoro-3-[4-[3-(1H-imidazol-4-yl)-2,5-dimethyl-piperazin-1-yl]pyrimidin-2-yl]imidazo[1,2-a]pyridine ClC=1C(=CC=2N(C1)C(=CN2)C2=NC=CC(=N2)N2C(C(NC(C2)C)C=2N=CNC2)C)F